C(C)(=O)N[C@H]1[C@H](O[C@@H]([C@@H]([C@@H]1OCC1=CC=CC=C1)OCC1=CC=CC=C1)COCC1=CC=CC=C1)C#CC#CCOCCOCCNC(OCC1=CC=CC=C1)=O benzyl N-[2-[2-[5-[(2R,3S,4R,5R,6R)-3-acetamido-4,5-dibenzyloxy-6-(benzyloxymethyl)tetrahydropyran-2-yl]penta-2,4-diynoxy]ethoxy]ethyl]carbamate